C(#N)C1=CC(=C(COC2=CC=CC(=N2)N2CCC3(CC3C(=O)OC)CC2)C=C1)F methyl 6-{6-[(4-cyano-2-fluorobenzyl) oxy] pyridin-2-yl}-6-azaspiro[2.5]octane-1-carboxylate